6-[6-(Difluoromethyl)pyridin-3-yl]-N-[(2S)-1-hydroxypropan-2-yl]-2-(1-methyl-1H-pyrazol-4-yl)-3-oxo-2,3-dihydropyridazine-4-carboxamide FC(C1=CC=C(C=N1)C=1C=C(C(N(N1)C=1C=NN(C1)C)=O)C(=O)N[C@H](CO)C)F